N-(4-fluorophenyl)-2-(3-{[5-(trifluoromethyl)pyridin-2-yl]amino}bicyclo[1.1.1]pentan-1-yl)propanamide FC1=CC=C(C=C1)NC(C(C)C12CC(C1)(C2)NC2=NC=C(C=C2)C(F)(F)F)=O